N-(3-methyl-2-phenyl-2H-indazol-6-yl)-N'-[(pyridin-4-yl)methyl]urea CC=1N(N=C2C=C(C=CC12)NC(=O)NCC1=CC=NC=C1)C1=CC=CC=C1